6-methoxy-N-(4-benzyloxyphenyl)-N-methyl-4-trifluoromethylquinolin-2-amine COC=1C=C2C(=CC(=NC2=CC1)N(C)C1=CC=C(C=C1)OCC1=CC=CC=C1)C(F)(F)F